(E)-4-(2,6-difluorostyryl)-N,N-diethylaniline FC1=C(/C=C/C2=CC=C(N(CC)CC)C=C2)C(=CC=C1)F